5-methyl-8-((3-methyloxetan-3-yl)methoxy)-2-oxo-1,2-dihydroquinazolin CC1=C2C=NC(NC2=C(C=C1)OCC1(COC1)C)=O